CC1=CC=C(C=C1)S(=O)(=O)ON=C(C#N)C1=CC=CC=C1 alpha-(p-toluenesulfonyloxyimino)-phenylacetonitrile